ClC1=C(C=C(C=C1)Cl)S(=O)(=O)[O-] 2,5-dichlorobenzenesulfonate